ON/C(=N/[H])/C=1C=C(C(=O)OC)C=CC1 methyl (E)-3-(N-hydroxycarbamimidoyl)benzoate